di(2-hydroxyethyl)aminopropyl-triethoxysilane OCCN(CCO)CCC[Si](OCC)(OCC)OCC